Cl.Cl.N[C@@H]1CN(C[C@@H](C1)C)C1=C(C=NC=C1)NC(=O)C=1C(=C(C(=CC1)F)C1=C(C=CC=C1)F)F N-(4-((3S,5R)-3-amino-5-methylpiperidin-1-yl)pyridin-3-yl)-2,2',6-trifluoro-[1,1'-Biphenyl]-3-carboxamide dihydrochloride